C1(=CC=CC2=CC=CC=C12)[C@@H](C)NC[C@@H]1OC2=CC=CC=C2C(C1)=O (R)-2-((((R)-1-(naphthalen-yl)ethyl)amino)methyl)chroman-4-one